N-(4-(tert-butyl)phenyl)-1-(4-chlorophenyl)-N-methyl-1H-1,2,4-triazole-3-carboxamide C(C)(C)(C)C1=CC=C(C=C1)N(C(=O)C1=NN(C=N1)C1=CC=C(C=C1)Cl)C